6-(2,3-Dihydro-1H-inden-5-yl)-N-[3-(4-fluorophenyl)-1-methylazetidin-3-yl]-4-oxo-4,5-dihydropyrazolo[1,5-a]pyrazine-2-carboxamide C1CCC2=CC(=CC=C12)C=1NC(C=2N(C1)N=C(C2)C(=O)NC2(CN(C2)C)C2=CC=C(C=C2)F)=O